tetrapropylammonium hydroxide bromine hydroxide BrO.[OH-].C(CC)[N+](CCC)(CCC)CCC